FC=1C=C(C=CC1OC)S(/C=C/CNC(=O)C1=CC2=C(NC1=O)CCOC2)(=O)=N N-[(2E)-3-[(3-fluoro-4-methoxyphenyl)(imino)oxo-λ6-sulfanyl]prop-2-en-1-yl]-2-oxo-1H,2H,5H,7H,8H-pyrano[4,3-b]pyridine-3-carboxamide